2-amino-N-(3,4-dihydroxyphenylethyl)-4-methylvaleramide NC(C(=O)NCCC1=CC(=C(C=C1)O)O)CC(C)C